1-(Imidazo[1,2-a]pyridin-3-carbonyl)-N-(3-(4-methyl-1H-imidazol-1-yl)-5-(trifluoromethyl)phenyl)indolin-6-carboxamid N=1C=C(N2C1C=CC=C2)C(=O)N2CCC1=CC=C(C=C21)C(=O)NC2=CC(=CC(=C2)C(F)(F)F)N2C=NC(=C2)C